4-(diethoxymethyl)benzaldehyde C(C)OC(C1=CC=C(C=O)C=C1)OCC